C1=CC=CC=2C3=CC=CC=C3N(C12)C=1C=C(C(=CC1)O)C1=C(C=C(C=C1C#N)C#N)O 4'-(9H-carbazol-9-yl)biphenol-3,5-dicarbonitrile